N1=CC(=CC=C1)CN1C(=CC=C1)C(=O)O 1-(3-pyridylmethyl)pyrrole-2-carboxylic acid